2-(cyclopropylmethylamino)-5-[[1-(fluoromethyl)cyclopropyl]sulfamoyl]benzamide C1(CC1)CNC1=C(C(=O)N)C=C(C=C1)S(NC1(CC1)CF)(=O)=O